ClC1=NC=CC(=C1OC)CO (2-chloro-3-methoxypyridin-4-yl)methanol